N-[1-(4-Hydroxyquinazolin-2-yl)-2-oxo-1,2-Dihydropyrimidin-4-yl]Acetamid OC1=NC(=NC2=CC=CC=C12)N1C(N=C(C=C1)NC(C)=O)=O